3-(N-(3'-cyano-4-(tetrazol-1-yl)-[1,1'-biphenyl]-2-yl)sulfamoyl)-4-ethylbenzoic acid C(#N)C=1C=C(C=CC1)C1=C(C=C(C=C1)N1N=NN=C1)NS(=O)(=O)C=1C=C(C(=O)O)C=CC1CC